(R)-5-((1-(dimethylamino)propan-2-yl)oxy)-N-(5-fluoroquinolin-6-yl)-7-(2-oxa-6-azaspiro[3.4]octan-6-yl)quinazolin-4-amine CN(C[C@@H](C)OC1=C2C(=NC=NC2=CC(=C1)N1CC2(COC2)CC1)NC=1C(=C2C=CC=NC2=CC1)F)C